Cl.N[C@@H]1CN(CC[C@H]1F)C1=NC2=C(N1CC=1C=NC(=CC1)C(F)(F)F)C=CC(=C2)C#N 2-((3R,4R)-3-Amino-4-fluoropiperidin-1-yl)-1-((6-(trifluoromethyl)pyridin-3-yl)methyl)-1H-benzo[d]imidazol-5-carbonitril-hydrochlorid